2-(2,4-difluorophenyl)-3-(5-fluoro-4-pyrimidyl)-1-(1H-1,2,4-triazol-1-yl)butan-2-ol FC1=C(C=CC(=C1)F)C(CN1N=CN=C1)(C(C)C1=NC=NC=C1F)O